CC1=CC=C(C=C1)S(=O)(=O)O.C12C(NCC2C1)C#N 3-azabicyclo[3.1.0]hexane-2-carbonitrile 4-methylbenzenesulfonate